FC1=CC=C(C(=O)C=2C=C(\C=C/3\C(N\C(\C(N3)=O)=C(\[2H])/C=3N=CNC3C(C)(C)C)=O)C=CC2)C=C1 (3z,6z)-3-(3-(4-fluorobenzoyl)benzylidene)-6-((5-(tert-butyl)-1H-imidazol-4-yl)methylene-d)piperazine-2,5-dione